FC1(CCN(CC1)C1=NC2=CC(=C(C=C2C(=N1)NC(C)C)OC)OCCCN1CCCC1)F 2-(4,4-difluoropiperidin-1-yl)-N-isopropyl-6-methoxy-7-(3-(pyrrolidin-1-yl)propoxy)quinazolin-4-amine